C(C)(C)(C)C1N(CCN(C1)C1=NC=C(C=C1)C=1NC2=C(C(=C(C=C2C1)C(C)N1CCOCC1)C)C(NCC=1C(NC(=CC1C)C)=O)=O)C(=O)O tert-butyl-4-(5-(7-(((4,6-dimethyl-2-oxo-1,2-dihydropyridin-3-yl)methyl)carbamoyl)-6-methyl-5-(1-morpholinoethyl)indol-2-yl)pyridin-2-yl)piperazine-1-carboxylic acid